Cl.N1=C(N=CC=C1)O pyrimidin-2-ol HCl salt